C(C)OC=1C=CC(=NC1)C=1N(C(=NN1)C1CC(C1)NC(=O)C1=C2N=CC=[N+](C2=CC=C1)[O-])C1=C(C=CC=C1)F 5-(((1R,3r)-3-(5-(5-ethoxypyridin-2-yl)-4-(2-fluorophenyl)-4H-1,2,4-triazol-3-yl)cyclobutyl)carbamoyl)quinoxaline 1-oxide